ClC=1C=C2C=CC(=NC2=CC1)CNCCCCNCCNC1=NC2=C(C3=CN=CC=C13)C=CC(=C2)C(=O)N 5-((2-((4-(((6-Chloroquinolin-2-yl)methyl)amino)butyl)amino)ethyl)amino)benzo[c][2,6]naphthyridine-8-carboxamide